trans-3-undecene-1,2-dicarboxylic anhydride C1C(\C=C\CCCCCCC)C(=O)OC1=O